3-(4-chloro-7H-pyrrolo[2,3-d]pyrimidin-7-yl)cyclohexane-1-carboxylic acid ClC=1C2=C(N=CN1)N(C=C2)C2CC(CCC2)C(=O)O